C(#N)CN1N=CC=C1C(=O)N[C@H](C(=O)NC1=CC=C(C=C1)C=1C(=NNC1C)C)C(C1CC1)C1CC1 2-(cyanomethyl)-N-[(1S)-1-(dicyclopropylmethyl)-2-[4-(3,5-dimethyl-1H-pyrazol-4-yl)anilino]-2-oxo-ethyl]pyrazole-3-carboxamide